1-(3-(2-Methylbenzo[d]thiazol-6-yl)-4-cyano-1-(tetrahydro-2H-pyran-2-yl)-1H-pyrazolo[3,4-d]pyrimidin-6-yl)-4-(2,4-difluorophenyl)piperidin-4-ylcarbamate CC=1SC2=C(N1)C=CC(=C2)C2=NN(C1=NC(=NC(=C12)C#N)N1CCC(CC1)(C1=C(C=C(C=C1)F)F)NC([O-])=O)C1OCCCC1